NC1=NC(=C(C=C1C=1C=C2CCNC(C2=CC1)=O)C1=CC(=C2CCN(CC2=C1)C)C)F 6-(2-amino-5-(2,5-dimethyl-1,2,3,4-tetrahydroisoquinolin-7-yl)-6-fluoropyridin-3-yl)-3,4-dihydroisoquinolin-1(2H)-one